C(C)(C)(C)OC(=O)[C@@H]1N[C@H]([C@]([C@H]1C1=CC(=CC=C1)Cl)(C#N)C1=C(C(=C(C=C1)Cl)F)F)CC(C)(C)C (2R,3R,4R,5S)-4-(4-chloro-2,3-difluorophenyl)-3-(3-chlorophenyl)-4-cyano-5-neopentylpyrrolidine-2-carboxylic acid tert-butyl ester